(tris-(2-formylethyl))phosphine hydrochloride Cl.C(=O)CCP(CCC=O)CCC=O